1-benzyl-3-(thiazol-2-yl)-1H-pyrrole-2,5-dione C(C1=CC=CC=C1)N1C(C(=CC1=O)C=1SC=CN1)=O